2-oxo-2,3-dihydrobenzo[d]oxazole-5-carboxylic acid O=C1OC2=C(N1)C=C(C=C2)C(=O)O